FC1=C2C(=CNC2=CC=C1F)CCN 2-(4,5-difluoro-1H-indol-3-yl)ethan-1-amine